(2-naphthyl)methyl[(1-ethoxycarbonyl)ethyl]sulfonium C1=C(C=CC2=CC=CC=C12)[S+](CCC(=O)OCC)C